NCCC[C@@H](C(=O)O)NC(=O)OCC1C2=CC=CC=C2C=2C=CC=CC12 (2S)-5-amino-2-({[(9H-fluoren-9-ylmethyl)oxy]carbonyl}amino)pentanoic acid